BrCC1=C(N=C(S1)C(=O)OC)F methyl 5-(bromomethyl)-4-fluorothiazole-2-carboxylate